tert-butyl N-[4-(2,3-difluoro-4-hydroxy-phenyl)-1-(2-methoxyethyl)pyrazol-3-yl]carbamate FC1=C(C=CC(=C1F)O)C=1C(=NN(C1)CCOC)NC(OC(C)(C)C)=O